CN(C1CCN(CC1)C(C)C=1N2C=C(C=C2C=C(C1C)C(=O)O)C1=NN(C=C1)C)C 5-(1-(4-(dimethylamino)piperidin-1-yl)ethyl)-6-methyl-2-(1-methyl-1H-pyrazol-3-yl)indolizine-7-carboxylic acid